C(C)OC(C[C@@H](C=1C=C(C=CC1)C1=CC(=C(C=C1)F)C)N)=O (S)-3-amino-3-(4'-fluoro-3'-methylbiphenyl-3-yl)propionic acid ethyl ester